[PH2](=O)C(C(=O)O)CC(=O)O phosphinyl-succinic acid